1-chloro-5-(6-methylindolin-1-yl)sulfonyl-isoquinoline ClC1=NC=CC2=C(C=CC=C12)S(=O)(=O)N1CCC2=CC=C(C=C12)C